CC=1C(=CC2=C([C@@H]3CC4=C(CN3CC2)C(=C(C=C4)OC)OC)C1)OC (S)-2-methyl-3,9,10-trimethoxy-6,8,13,13a-tetrahydro-5H-dibenzo[a,g]quinolizine